6-chloro-2,7-naphthyridine-1,3(2h,4h)-dione ClC=1C=C2CC(NC(C2=CN1)=O)=O